Ethyl N-[[trans-(7RS,9RS)-9-(1H-benzimidazol-2-ylamino)-3-cyclopropyl-5-(2-methylpropylsulfamoyl)-8,9-dihydro-7H-cyclopenta[h]isoquinolin-7-yl]carbamoyl]carbamate N1C(=NC2=C1C=CC=C2)N[C@@H]2C[C@H](C1=CC(=C3C=C(N=CC3=C12)C1CC1)S(NCC(C)C)(=O)=O)NC(=O)NC(OCC)=O |r|